NC1=NNC2=CC=C(C(=C12)C1=C(C=C2C(=NC(=NC2=C1F)NCCN1CCOCC1)N1C[C@H](N(C[C@@H]1C)C(C=C)=O)C)Cl)C 1-((2R,5S)-4-(7-(3-amino-5-methyl-1H-indazol-4-yl)-6-chloro-8-fluoro-2-(2-morpholinoethylamino)quinazolin-4-yl)-2,5-dimethylpiperazin-1-yl)prop-2-en-1-one